7-(4-((2S,5R)-4-acryloyl-2,5-dimethylpiperazin-1-yl)-6-chloro-2-(3-(dimethylamino)azetidin-1-yl)-8-fluoroquinazolin-7-yl)-6-methylindolin-2-one C(C=C)(=O)N1C[C@@H](N(C[C@H]1C)C1=NC(=NC2=C(C(=C(C=C12)Cl)C=1C(=CC=C2CC(NC12)=O)C)F)N1CC(C1)N(C)C)C